NCC(COCCN1CCN(CC1)CCOCCOCCOCCOCCNC(OC(C)(C)C)=O)F Tert-Butyl N-[2-[2-[2-[2-[2-[4-[2-(3-amino-2-fluoro-propoxy)ethyl]piperazin-1-yl]ethoxy]ethoxy]ethoxy]ethoxy]ethyl]carbamate